tert-butyl (2S,3R,5R)-5-(cyanomethyl)-3-hydroxy-2-methylpyrrolidine-1-carboxylate C(#N)C[C@@H]1C[C@H]([C@@H](N1C(=O)OC(C)(C)C)C)O